(3R)-3-cyclohexyl-3-[4-(1H-pyrrolo[2,3-b]pyridin-4-yl)-1H-pyrazol-1-yl]-propanenitrile C1(CCCCC1)[C@@H](CC#N)N1N=CC(=C1)C1=C2C(=NC=C1)NC=C2